4,5-Dihydro-1,3-oxazepin O1C=NCCC=C1